ClC=1C=C(C=CC1F)C(C=1NC(=C(N1)C)S(=O)(=O)C)OC1=CC(=C(C=C1)F)F 2-((3-chloro-4-fluorophenyl)(3,4-difluorophenoxy)methyl)-4-methyl-5-(methylsulfonyl)-1H-imidazole